6-METHYL-3,4-DIHYDRO-2H-CHROMEN CC=1C=C2CCCOC2=CC1